COC(C(CCCCCCC)N1CCC(CC1)CNC(=O)C1=CC(=C(C=2CCOC21)N)Cl)=O (4-((4-amino-5-chloro-2,3-dihydrobenzofuran-7-carboxamido)methyl)piperidin-1-yl)nonanoic acid methyl ester